FC(S(=O)(=O)[O-])(F)F.[Mg+2].FC(S(=O)(=O)[O-])(F)F magnesium trifluoromethanesulfonate salt